4-(3,4-Dichloro-phenylamino)-7-methoxy-6-(piperidin-4-yloxy)-quinoline-3-carbonitrile ClC=1C=C(C=CC1Cl)NC1=C(C=NC2=CC(=C(C=C12)OC1CCNCC1)OC)C#N